ClC1=C(CC2=CC=CC3=C2NC(=NS3(=O)=O)NCC3=C(C=CC=C3)F)C(=CC=C1)Cl 5-(2,6-dichlorobenzyl)-3-((2-fluorobenzyl)amino)-4H-benzo[e][1,2,4]thiadiazine 1,1-dioxide